OC1=CC=C(C=C1)CCC=1C=C(C(=C(C1)O)[C@H]1[C@@H](CCC(=C1)C)C(=C)C)O (1'r,2'r)-4-(4-hydroxyphenylethyl)-5'-methyl-2'-(prop-1-en-2-yl)-1',2',3',4'-tetrahydro-[1,1'-biphenyl]-2,6-diol